NC1=C(C=C(C=N1)NC(C(=O)N1[C@H](CC[C@@H](C1)C)C=1C=NC(=CC1)N1C(CN(CC1)C)C)=O)CC N-(6-amino-5-ethyl-3-pyridyl)-2-[(2R,5S)-2-[6-(2,4-dimethylpiperazin-1-yl)-3-pyridyl]-5-methyl-1-piperidyl]-2-oxo-acetamide